NCCNCC 2-[(2-aminoethyl)amino]ethane